BrC=1N=C2N(C=C(C=C2COC=2C=NC(=CC2C=O)OC)C(=O)OC)C1 methyl 2-bromo-8-(((4-formyl-6-methoxypyridin-3-yl)oxy)methyl)imidazo[1,2-a]pyridine-6-carboxylate